N-(2-((4-(2-(3,4-Dihydro-2,7-naphthyridin-2(1H)-yl)ethyl)phenyl)carbamoyl)-4,5-dimethoxyphenyl)-4-oxo-4H-chromene-2-carboxamide C1N(CCC2=CC=NC=C12)CCC1=CC=C(C=C1)NC(=O)C1=C(C=C(C(=C1)OC)OC)NC(=O)C=1OC2=CC=CC=C2C(C1)=O